NCC1=NN(C=C1)C=1C(=C(C#N)C=CC1)C(F)(F)F (3-aminomethyl-1H-pyrazol-1-yl)-2-trifluoromethylbenzonitrile